N-(3-(4-(4-Aminothieno[3,2-d]pyrimidin-7-yl)-1H-pyrazol-1-yl)-4-methylphenyl)-3-Chloro-4-fluorobenzamide NC=1C2=C(N=CN1)C(=CS2)C=2C=NN(C2)C=2C=C(C=CC2C)NC(C2=CC(=C(C=C2)F)Cl)=O